NC1=C(C=C(C=N1)C1=NN2C(=C1)[C@@]1(CN(CC1)C(=O)NCC)OCC2)C(NC)=O |r| (rac)-2-[6-amino-5-(methylcarbamoyl)pyridin-3-yl]-N-ethyl-6,7-dihydrospiro[pyrazolo[5,1-c][1,4]oxazine-4,3'-pyrrolidine]-1'-carboxamide